6-(1-Hydroxy-6,6,9-trimethyl-6a,7,10,10a-tetrahydrobenzo[c]chromen-3-yl)hex-4-ynenitrile OC1=C2C3C(C(OC2=CC(=C1)CC#CCCC#N)(C)C)CC=C(C3)C